t-butyl-dimethyl-[2-[5-(trifluoromethyl)-3-thienyl]ethoxy]silane C(C)(C)(C)[Si](OCCC1=CSC(=C1)C(F)(F)F)(C)C